(E)-N,N-Dimethyl-4-((3S)-3-((5-((Z)-4,4,4-trifluoro-1-(3-fluoro-1-(tetrahydro-2H-pyran-2-yl)-1H-indazol-5-yl)-2-phenylbut-1-en-1-yl)pyridin-2-yl)oxy)piperidin-1-yl)but-2-enamide CN(C(\C=C\CN1C[C@H](CCC1)OC1=NC=C(C=C1)\C(=C(\CC(F)(F)F)/C1=CC=CC=C1)\C=1C=C2C(=NN(C2=CC1)C1OCCCC1)F)=O)C